COC(C1=CC(C(=O)OC)=CC(=C1)N)=O.BrC=1C(=C(COC2=CC=CC(=N2)C(=O)C=2C(=NC=C(C2C)Cl)OC)C(=CC1)OC)C (6-((3-bromo-6-methoxy-2-methylbenzyl)oxy)pyridin-2-yl)(5-chloro-2-methoxy-4-methylpyridin-3-yl)methanone dimethyl-5-aminoisophthalate